C1(CC1)C1(CCN(CC1)C1=C(C=C(C=C1)C(F)(F)F)NC(=O)C=1OC(=CC1)C1CCOCC1)O N-(2-(4-cyclopropyl-4-hydroxypiperidin-1-yl)-5-(trifluoromethyl)-phenyl)-5-(tetrahydro-2H-pyran-4-yl)furan-2-carboxamide